3-cyano-5-methyl-phenyl-(ethyl)-2-methyl-propane-2-sulfinamide C(#N)C=1C=C(C=C(C1)C)C(C(C)(S(=O)N)C)CC